ClC1=CC=C2CCN(CC2=C1)CCC1=CSC=C1 7-chloro-2-(2-(thiophen-3-yl)ethyl)-1,2,3,4-tetrahydroisoquinoline